C1(=CC=C(C=C1)C[C@@](C(=O)O)(C=1N=C(SC1)C)OC[C@H]1O[C@H]([C@@H]([C@@H]1O)O)N1C2=NC(=NC(=C2N=C1)N)Cl)C1=CC=CC=C1 (S)-3-([1,1'-biphenyl]-4-yl)-2-(((2R,3S,4R,5R)-5-(6-amino-2-chloro-9H-purin-9-yl)-3,4-dihydroxytetrahydrofuran-2-yl)methoxy)-2-(2-methylthiazol-4-yl)propanoic acid